5-Bromo-4-(difluoromethoxy)-2-nitrobenzaldehyde BrC=1C(=CC(=C(C=O)C1)[N+](=O)[O-])OC(F)F